NC=1C=2N(C(=C(N1)C1=C(C#N)C=CC=C1)C1=NC=NC=C1)N=C(N2)C(O)C2=C(C=CC=C2F)OC(F)F (8-amino-2-((2-(difluoromethoxy)-6-fluorophenyl)(hydroxy)methyl)-5-(pyrimidin-4-yl)-[1,2,4]triazolo[1,5-a]pyrazin-6-yl)benzonitrile